CC1(NCCCC1)O 2-methyl-2-hydroxy-piperidine